CN1CC2C(C1)CN(C2)CC=2C=CC=NC2 5-((5-methylhexahydropyrrolo[3,4-c]pyrrol-2(1H)-yl)methyl)pyridin